C(N)(=O)C1N(CCC1)C=1N=C(N(C1C(=O)OC)C1=CC=C(C=C1)Cl)OC1=CC(=CC=C1)OC(F)(F)F methyl 4-(2-carbamoyl pyrrolidin-1-yl)-1-(4-chlorophenyl)-2-(3-(trifluoromethoxy) phenoxy)-1H-imidazole-5-carboxylate